p-toluenesulfonyl bromide (2S)-1-hydroxy-2-((2S)-4-methyl-2-((((1-phenylpropan-2-yl)oxy)carbonyl)amino)pentanamido)-3-((S)-2-oxopyrrolidin-3-yl)propane-1-sulfonate OC([C@H](C[C@H]1C(NCC1)=O)NC([C@H](CC(C)C)NC(=O)OC(CC1=CC=CC=C1)C)=O)S(=O)(=O)O.CC1=CC=C(C=C1)S(=O)(=O)Br